(2S)-4-[(2S)-2-ethyl-1-piperidyl]-N-[(1S)-1-(4-fluoro-1H-benzimidazol-2-yl)ethyl]-4-oxo-2-(3,3,3-trifluoropropanoylamino)butanamide C(C)[C@@H]1N(CCCC1)C(C[C@@H](C(=O)N[C@@H](C)C1=NC2=C(N1)C=CC=C2F)NC(CC(F)(F)F)=O)=O